O1C(=NC2=C1C=CC=C2)C2CCN(CC2)C2=C(C(N(C1=CC(=CC=C21)N2C(CCC2)=O)C)=O)C#N 4-[4-(1,3-benzoxazol-2-yl)piperidin-1-yl]-1-methyl-2-oxo-7-(2-oxopyrrolidin-1-yl)-1,2-dihydroquinoline-3-carbonitrile